IC=1C=CC(=C(C1)C1=CC=C2C=CN=C(C2=C1)N)C 7-(5-iodo-2-methylphenyl)isoquinolin-1-amine